2-methyl-5-(piperidin-4-yloxy)benzo[d]thiazole CC=1SC2=C(N1)C=C(C=C2)OC2CCNCC2